(4-((4-((tert-Butyldimethylsilyl)oxy)butyl)amino)-6-chloropyridin-3-yl)(cyclopropyl)methanone [Si](C)(C)(C(C)(C)C)OCCCCNC1=C(C=NC(=C1)Cl)C(=O)C1CC1